5-(4-cyclobutylpiperazine-1-yl)-1-((5-(5-(difluoromethyl)-1,3,4-oxadiazole-2-yl)pyridine-2-yl)methyl)-6-fluoro-3-(oxetan-3-yl)-1,3-dihydro-2H-benzo[d]imidazole-2-one C1(CCC1)N1CCN(CC1)C1=CC2=C(N(C(N2C2COC2)=O)CC2=NC=C(C=C2)C=2OC(=NN2)C(F)F)C=C1F